C(CCCC)C=1C=C(C2=CC=C(C=C2C1)CCCCC)S(=O)(=O)O 3,6-dipentyl-naphthalene-1-sulfonic acid